4-benzyl-6,7,8,9-tetrahydroimidazo[1,2-a]pyrido[3,4-e]pyrimidin-5(4H)-one C(C1=CC=CC=C1)N1C=2N(C3=C(C1=O)CNCC3)C=CN2